COC([C@@H](CC1=CC=C(C=C1)OCCCC)O)=O.O[C@@H](CNC1COC2(C1)CCN(CC2)S(=O)(=O)C=2C=C(C=CC2)C2=CC=C(C=C2)C(=O)N)COC2=CC(=CC=C2)S(NC)(=O)=O |&1:3| 3'-(3-((S)-2-hydroxy-3-(3-(N-methylsulfamoyl)phenoxy)propylamino)-1-oxa-8-azaspiro[4.5]dec-8-ylsulfonyl)biphenyl-4-carboxamide Racemic-methyl-3-(4-butoxyphenyl)-2-hydroxypropionate